N1=CC=CC2=C(C=C3C=CC=NC3=C12)NC(CCCC)=O N-(1,10-Phenanthrolin-5-yl)pentanamide